8-(2,4-dichlorophenyl)-9-(4-((1-(3-fluoropropyl)azetidin-3-yl)methyl)-2-methylphenyl)-6,7-dihydro-5H-benzo[7]annulene-3-carboxylic acid ClC1=C(C=CC(=C1)Cl)C=1CCCC2=C(C1C1=C(C=C(C=C1)CC1CN(C1)CCCF)C)C=CC(=C2)C(=O)O